Bis([trimethylsilyl]methyl)zirconium [2',2'''-(pyridine-2,6-diyl)bis(3-((3r,5r,7r)-adamantan-1-yl)-5-(tert-butyl)-[1,1'-biphenyl]-2-olate)] N1=C(C=CC=C1C1=C(C=CC=C1)C=1C(=C(C=C(C1)C(C)(C)C)C12CC3CC(CC(C1)C3)C2)[O-])C2=C(C=CC=C2)C=2C(=C(C=C(C2)C(C)(C)C)C23CC1CC(CC(C2)C1)C3)[O-].C[Si](C)(C)C[Zr+2]C[Si](C)(C)C